t-hexylperoxy-2-ethylhexyl monocarbonate C(OC(C(CCCC)CC)OOC(C)(C)CCC)([O-])=O